FC1=C(C(=CC=C1)F)CC(=O)N1C2CN(CC1CC2)CC2=CC(=C(C=C2)C2=CC=C(C=C2)C(C(F)(F)F)(C(F)(F)F)O)C 2-(2,6-difluorophenyl)-1-(3-((4'-(1,1,1,3,3,3-hexafluoro-2-hydroxypropan-2-yl)-2-methyl-[1,1'-biphenyl]-4-yl)methyl)-3,8-diazabicyclo[3.2.1]octan-8-yl)ethan-1-one